C(#N)[C@@]1(N(CCC1)C(=O)C1=CC(=C2N1CC(C1=CC(=C(C=C21)C(=O)NC2(CCC2)C#N)OC)C)C=2SC=CC2)C 3-((R)-2-cyano-2-methylpyrrolidine-1-carbonyl)-N-(1-cyanocyclobutyl)-8-methoxy-6-methyl-1-(thiophen-2-yl)-5,6-dihydropyrrolo[2,1-a]isoquinoline-9-carboxamide